C(C=C)(=O)OC(COCCOCCOCCOC(C=C)=O)C methyl-tetraethylene glycol diacrylate